C(C1CO1)OC1C(NC(C1)(C)C)(C)C 3-(2,3-epoxypropoxy)-2,2,5,5-tetramethylpyrroline